ClC(CCCl)OP(=O)(OC(CCCl)Cl)OC(CCCl)Cl tri-(1,3-dichloropropyl)-phosphate